6-[(3S,4S)-1-benzyl-4-methylpyrrolidin-3-yl]-1-(tetrahydro-2H-pyran-4-yl)-1,5-dihydro-4H-pyrazolo[3,4-d]pyrimidin-4-one C(C1=CC=CC=C1)N1C[C@H]([C@@H](C1)C)C=1NC(C2=C(N1)N(N=C2)C2CCOCC2)=O